N[C@H](C(=O)NC1CCN(CC1)CCCF)CC1=CC(=C(C=C1)OC1=C2C(=NC=C1)NC=C2C)F (S)-2-amino-3-(3-fluoro-4-((3-methyl-1H-pyrrolo[2,3-b]pyridin-4-yl)oxy)phenyl)-N-(1-(3-fluoropropyl)piperidin-4-yl)propionamide